1-(2,6-difluoro-4-(piperidin-4-ylethynyl)phenyl)dihydropyrimidine-2,4(1H,3H)-dione FC1=C(C(=CC(=C1)C#CC1CCNCC1)F)N1C(NC(CC1)=O)=O